[Pd](Cl)(Cl)(Cl)Cl palladium tetrachloride